(1aS,5aS)-2-(4-Chloro-pyridin-2-yl)-1a,2,5,5a-tetrahydro-1H-2,3-diaza-cyclopropa[a]pentalene-4-carboxylic Acid ((S)-1-Hydroxymethyl-2-methyl-propyl)-amide OC[C@H](C(C)C)NC(=O)C=1C=2C[C@H]3[C@@H](C2N(N1)C1=NC=CC(=C1)Cl)C3